CNC(=O)C1=NC=C(C=C1)N1CC2CCC(C1)N2CC=2C=NC=1C(=C(C(NC1C2)=O)C(F)(F)F)C N-methyl-5-(8-((8-methyl-6-oxo-7-(trifluoromethyl)-5,6-dihydro-1,5-naphthyridin-3-yl)methyl)-3,8-diazabicyclo[3.2.1]oct-3-yl)pyridineamide